ClC=1C=CC2=C(CC(CC=3N2C(=NN3)C3CCC(CC3)(CC)OCC)N)C1 8-chloro-1-(trans-4-ethoxy-4-ethylcyclohexyl)-5,6-dihydro-4H-[1,2,4]Triazolo[4,3-a][1]Benzazepin-5-amine